O1CCN(CC1)C=1C=CC=2N(C1)C(=CN2)C(=O)O 6-morpholinoimidazo[1,2-a]pyridine-3-carboxylic acid